(methylthio)-9-(tetrahydro-2H-pyran-4-yl)-7,9-dihydro-8H-purin-8-one CSC1=NC=C2NC(N(C2=N1)C1CCOCC1)=O